N1=NN(C2=NC=CC=C21)C2=CC(=C(C(=O)N(C1=NC=CC3=CC=C(C=C13)CO)[C@H]1CN(CCC1)C(=O)OC(C)(C)C)C=C2)F tert-butyl (R)-3-(4-(3H-[1,2,3]triazolo[4,5-b]pyridin-3-yl)-2-fluoro-N-(7-(hydroxymethyl)isoquinolin-1-yl)benzamido)piperidine-1-carboxylate